methyl (R)-2-((tert-butoxycarbonyl) amino)-3-methoxypropionate C(C)(C)(C)OC(=O)N[C@@H](C(=O)OC)COC